(6-ethoxy-5,5-dimethyl-6-oxohexyl)-zinc (II) C(C)OC(C(CCCC[Zn+])(C)C)=O